ClC1=NSC(=C1Cl)C(=O)[O-].[Na+].C1(CC1)C1=C(C(=NO1)C1=C(C=CC=C1Cl)Cl)/C=C/C1C2CN(CC12)C1=CC=C(C(=O)NS(=O)(=O)C)C=C1 (E)-4-(6-(2-(5-cyclopropyl-3-(2,6-dichlorophenyl)isoxazol-4-yl)vinyl)-3-azabicyclo[3.1.0]hex-3-yl)-N-(methylsulfonyl)benzamide sodium 3,4-dichloroisothiazole-5-carboxylate